C(=O)(OC(C)(C)C)N1CCC(CC1)CCCCCCO 6-(N-Boc-piperidin-4-yl)hexan-1-ol